(2R,4S)-4-((S)-2-((tert-butoxycarbonyl)amino)butanamido)-2-(4-(4,4,5,5-tetramethyl-1,3,2-dioxaborolan-2-yl)butyl)piperidine-1,2-dicarboxylic acid 2-benzyl 1-(tert-butyl) ester C(C)(C)(C)OC(=O)N1[C@](C[C@H](CC1)NC([C@H](CC)NC(=O)OC(C)(C)C)=O)(C(=O)OCC1=CC=CC=C1)CCCCB1OC(C(O1)(C)C)(C)C